Ethyl-bis(propan-2-yl)amine C(C)N(C(C)C)C(C)C